(3aR,4R,5R,6aS)-2-((R)-2-(3,5-difluoro-4-hydroxyphenyl)-2-hydroxyethyl)-5-(2-fluorophenoxy)hexahydrocyclopenta[c]pyrrole-3a,4(1H)-diol FC=1C=C(C=C(C1O)F)[C@H](CN1C[C@H]2[C@@](C1)([C@@H]([C@@H](C2)OC2=C(C=CC=C2)F)O)O)O